C(N)(SCCCCCCCCCCCCCCCCCCCC)=S.[NH4+] ammonium eicosyl dithiocarbamate